methyl 2-(2-(tert-butoxy)-2-oxoethyl)-5,6-difluoro-2,3-dihydro-1H-indene-2-carboxylate C(C)(C)(C)OC(CC1(CC2=CC(=C(C=C2C1)F)F)C(=O)OC)=O